methyl-3,5-dichloro-L-tyrosine CN[C@@H](CC1=CC(=C(C(=C1)Cl)O)Cl)C(=O)O